(S)-4-(4-amino-6-(4-methacrylamido-phenyl)-7-methyl-7H-pyrrolo[2,3-d]pyrimidin-5-yl)-N-methyl-N-((tetrahydrofuran-3-yl)methyl)benzamide NC=1C2=C(N=CN1)N(C(=C2C2=CC=C(C(=O)N(C[C@H]1COCC1)C)C=C2)C2=CC=C(C=C2)NC(C(=C)C)=O)C